4-(N-BOC-AMINO)CYCLOHEXYLETHANAL C(=O)(OC(C)(C)C)NC1CCC(CC1)CC=O